2-((2R,5S)-2-(1H-indazol-5-yl)-5-methylpiperidin-1-yl)-2-oxoacetamide 2,2,2-trifluoroethyl-2-((2R,5S)-2-(1H-indazol-5-yl)-5-methylpiperidin-1-yl)-2-oxoacetate FC(COC(C(=O)N1[C@H](CC[C@@H](C1)C)C=1C=C2C=NNC2=CC1)=O)(F)F.N1N=CC2=CC(=CC=C12)[C@@H]1N(C[C@H](CC1)C)C(C(=O)N)=O